NC1=C(C=C(C=C1C(C)C)F)C1=CC(=NC=C1)O 4-(2-amino-5-fluoro-3-isopropylphenyl)pyridin-2-ol